CC1(OC[C@H](N1C(=O)OC(C)(C)C)C=C)C tert-butyl (R)-2,2-dimethyl-4-vinyloxazolidine-3-carboxylate